IC1=CC=C(C=C1)[C@@H]1[C@@H]([C@H]2CCC(C1)N2C)C(=O)OC methyl (1R,2S,3S)-3-(4-iodophenyl)-8-methyl-8-azabicyclo[3.2.1]octane-2-carboxylate